(R)-1-(3,5-bis(trifluoromethyl)phenyl)-3-(1-(dimethylamino)-3-methylbutan-2-yl)thiourea FC(C=1C=C(C=C(C1)C(F)(F)F)NC(=S)N[C@@H](CN(C)C)C(C)C)(F)F